COC1=CC=2C(=C3C(=NC2C=C1OCCCN1CC(CC1)C)CCC3)NC(C)C 7-methoxy-6-[3-(3-methylpyrrolidin-1-yl)propoxy]-N-(propan-2-yl)-1H,2H,3H-cyclopenta[b]quinolin-9-amine